ClC1=C(C(=CC=C1)F)NC(=O)C=1C=C(C(=NC1O[C@H](C(F)(F)F)C)C=1C=NC(=CC1)C1CC1)F (S)-N-(2-Chloro-6-fluorophenyl)-6'-cyclopropyl-3-fluoro-6-((1,1,1-trifluoropropan-2-yl)oxy)-[2,3'-bipyridine]-5-carboxamide